methyl-6-(4-amino-3-(difluoromethyl)-1H-pyrazol-1-yl)spiro[3.3]heptane-2-carboxylic acid CC1C(CC12CC(C2)N2N=C(C(=C2)N)C(F)F)C(=O)O